NC1=NC=C(C2=C1C(=C(N2C)C2=CC=C(C=C2)NC(C=C)=O)C2=CC(=C(C=C2)OC=2SC=CN2)F)C#N N-(4-(4-amino-7-cyano-3-(3-fluoro-4-(thiazol-2-yloxy)phenyl)-1-methyl-1H-pyrrolo[3,2-c]pyridin-2-yl)phenyl)acrylamide